The molecule is an organophosphate oxoanion obtained by deprotonation of the carboxy and phosphate groups of phosphoenolpyruvic acid. It has a role as a fundamental metabolite. It is an organophosphate oxoanion and a monocarboxylic acid anion. It is a conjugate base of a phosphoenolpyruvic acid. C=C(C(=O)[O-])OP(=O)([O-])[O-]